C(CCCCCCCCCCCCCCCCCCC)CCCCCCCCCCCCCCCCCCCCCCNCCCCCCCCCCCCCCCCCCCCCCCCCCCCCCCCCCCCCCCCCC di(arachidyl-behenyl)amine